2-(p-methoxyphenyl)-ethanol COC1=CC=C(C=C1)CCO